2-(6-oxospiro(3.3)heptane-2-carbonyl)hydrazine-1-carbothioamide O=C1CC2(CC(C2)C(=O)NNC(N)=S)C1